methyl (2R,3S)-3-((methylsulfonyl)amino)-2-(((cis-4-(2-(trifluoromethyl)phenyl)cyclohexyl)oxy)methyl)piperidine-1-carboxylate CS(=O)(=O)N[C@@H]1[C@@H](N(CCC1)C(=O)OC)CO[C@@H]1CC[C@@H](CC1)C1=C(C=CC=C1)C(F)(F)F